N1=CC(=CC=C1)C1=NC=CC=N1 2-(pyridin-3-yl)pyrimidine